ClC=1N=CC2=C(N1)C1(C(N(C2)C2=C(C=CC(=C2)[N+](=O)[O-])C)=O)CC1 2'-Chloro-6'-(2-methyl-5-nitrophenyl)-5',6'-dihydro-7'H-spiro[cyclopropane-1,8'-pyrido[4,3-d]pyrimidin]-7'-one